(2S)-2-[5-ethoxy-2-methyl-4-(1-tetrahydropyran-2-yl-3-vinyl-pyrazolo[3,4-c]pyridin-5-yl)pyrazol-3-yl]oxy-N-methyl-propan-1-amine C(C)OC=1C(=C(N(N1)C)O[C@H](CNC)C)C=1C=C2C(=CN1)N(N=C2C=C)C2OCCCC2